BrC1=CC=C2C=C(N(C2=C1)CC1CC1)C1=NN2C(C(=CC(=C2)C(=O)O)F)=C1C 2-(6-Bromo-1-(cyclopropylmethyl)-1H-indol-2-yl)-4-fluoro-3-methylpyrazolo[1,5-a]pyridine-6-carboxylic acid